5-methyl-1H-pyrrole-3-carboxamide CC1=CC(=CN1)C(=O)N